1-Methyl-2-oxoindoline-5-carboxylic acid CN1C(CC2=CC(=CC=C12)C(=O)O)=O